N-(4-(4-amino-5-(3-fluoro-4-((4-methylpyrimidin-2-yl)oxy)phenyl)-7-methyl-5H-pyrrolo[3,2-d]pyrimidin-6-yl)-3,5-difluorophenyl)-3-(phenylsulfonyl)propanamide NC=1C2=C(N=CN1)C(=C(N2C2=CC(=C(C=C2)OC2=NC=CC(=N2)C)F)C2=C(C=C(C=C2F)NC(CCS(=O)(=O)C2=CC=CC=C2)=O)F)C